Naphthyl acetate CC(=O)OC1=CC=CC2=CC=CC=C21